2-[(1S,2S,4S)-bicyclo[2.2.1]hept-5-en-2-yl]-N-[4-(4-fluorophenyl)-1-oxophthalazin-2(1H)-yl]acetamide [C@H]12[C@@H](C[C@H](C=C1)C2)CC(=O)NN2C(C1=CC=CC=C1C(=N2)C2=CC=C(C=C2)F)=O